[Si].[Ge].[Si] silicon-germanium-silicon